BrC1=CC=C(C=C1)S(=O)(=O)N1C[C@@H]([C@@H](CC1)NC1=NC=C(C=C1)C(F)(F)F)CO [(3S,4R)-1-(4-bromophenyl)sulfonyl-4-[[5-(trifluoromethyl)-2-pyridyl]amino]-3-piperidyl]methanol